2-amino-1-(6-methoxy-3,5-dimethylpyridazin-4-yl)-5-methyl-1H-pyrrole NC=1N(C(=CC1)C)C1=C(N=NC(=C1C)OC)C